BrC1=NC(=CC=C1)OCC1=NC=C(C=C1)C(C)(F)F 2-bromo-6-[[5-(1,1-difluoroethyl)-2-pyridyl]methoxy]pyridine